6-((6-fluoropyridin-2-yl)amino)-N-methoxy-4-((4-methyl-2-(N-methylmethanesulfonamido)phenyl)amino)nicotinamide FC1=CC=CC(=N1)NC1=NC=C(C(=O)NOC)C(=C1)NC1=C(C=C(C=C1)C)N(S(=O)(=O)C)C